tert-butyl 9-((1-(3-(2,6-bis(benzyloxy) pyridin-3-yl)-1-methyl-1H-indazol-7-yl) piperidin-4-yl) methyl)-3,9-diazaspiro[5.5]undecane-3-carboxylate C(C1=CC=CC=C1)OC1=NC(=CC=C1C1=NN(C2=C(C=CC=C12)N1CCC(CC1)CN1CCC2(CCN(CC2)C(=O)OC(C)(C)C)CC1)C)OCC1=CC=CC=C1